COC1=CC=CC=C1OCF fluoroveratrol